S1=2C=3NN=C(CCC=CCCNC(CCC4=C5C=CNC5=CC=C4CC(=CC=C1)C2)=O)N3 thia-3,4,12,20,31-pentazapentacyclo[24.3.1.12,5.016,24.017,21]hentriaconta-1(30),2(31),4,8,16,18,21,23,26,28-decaen-13-one